benzo[b][1,4]oxazine-4(3H)-carboxylate O1C2=C(N(CC1)C(=O)[O-])C=CC=C2